methyl 2-(4-[[4,5-dichloro-2-(prop-2-en-1-yloxy)phenyl][(2-methylpropane-2-sulfinyl)amino]methyl]piperidin-1-yl)acetate ClC1=CC(=C(C=C1Cl)C(C1CCN(CC1)CC(=O)OC)NS(=O)C(C)(C)C)OCC=C